ClC1=C(C=C(C(=C1)[N+](=O)[O-])OC1CCNCC1)N1C(CCC2=CC=CC=C12)=O (2-chloro-4-nitro-5-(piperidin-4-yloxy)phenyl)-3,4-dihydroquinolin-2(1H)-one